1-((6'-chloro-4'-(((1s,4s)-4-(2-hydroxypropan-2-yl)cyclohexyl)amino)-[2,3'-bipyridin]-5-yl)methyl)piperidin-4-ol ClC1=CC(=C(C=N1)C1=NC=C(C=C1)CN1CCC(CC1)O)NC1CCC(CC1)C(C)(C)O